N-[(3S,4S)-3-cyano-1-methyl-4-piperidyl]-6-[3-(4-mesyl-2-anisidino)-1-propynyl]-1-(2,2,2-trifluoroethyl)-1H-1,3-benzimidazole-4-carboxamide C(#N)[C@H]1CN(CC[C@@H]1NC(=O)C1=CC(=CC=2N(C=NC21)CC(F)(F)F)C#CCNC=2C(OC)=CC=C(C2)S(=O)(=O)C)C